[Si](C)(C)(C(C)(C)C)O[C@@H](C(F)(F)F)C=1C(=C2C(=NN(C2=CC1)CC)NC1=CC(=NC=C1C(=O)NC([2H])([2H])[2H])NC(=O)C1CC1)OC |o1:8| (R*)-4-((5-(1-((tert-butyldimethylsilyl)oxy)-2,2,2-trifluoroethyl)-1-ethyl-4-methoxy-1H-indazol-3-yl)amino)-6-(cyclopropanecarboxamido)-N-(methyl-d3)nicotinamide